2-(2-chloroethoxy)ethan-1-amine hydrochloride Cl.ClCCOCCN